Methyl N-[1-(2-{6-[(3R,5R)-3-amino-5-fluoropiperidine-1-carbonyl]-4-methoxy-3-methylpyrazolo[1,5-a]pyridin-2-yl}-1-(cyclopropylmethyl)-1H-indol-6-yl)piperidin-4-yl]-N-methylcarbamate N[C@H]1CN(C[C@@H](C1)F)C(=O)C=1C=C(C=2N(C1)N=C(C2C)C=2N(C1=CC(=CC=C1C2)N2CCC(CC2)N(C(OC)=O)C)CC2CC2)OC